methyl 8-bromo-9-(4-((1-(3,3-difluoropropyl)pyrrolidin-3-ylidene)methyl)phenyl)-6,7-dihydro-5H-benzo[7]annulene-3-carboxylate BrC=1CCCC2=C(C1C1=CC=C(C=C1)C=C1CN(CC1)CCC(F)F)C=CC(=C2)C(=O)OC